COC1=NC=CC(=N1)C1=CC=2C=NC(=CC2N1)NC(=O)C=1C=2C=NN(C2C=CC1)C N-(2-(2-methoxypyrimidin-4-yl)-1H-pyrrolo[3,2-c]pyridin-6-yl)-1-methyl-1H-indazole-4-carboxamide